C(C)(C)S(=O)(=O)C1=CC=C2C(=CNC2=C1)C1=NC(=NC=C1C(F)(F)F)N[C@@H]1CN(CCC1)C(=O)OC(C)(C)C tert-butyl (3S)-3-[[4-(6-isopropylsulfonyl-1H-indol-3-yl)-5-(trifluoromethyl)pyrimidin-2-yl]amino]piperidine-1-carboxylate